CP(=O)(C)C1=C(C=CC=C1)NC1=NC=NC=C1C(F)(F)F 4-((2-(dimethylphosphoryl)phenyl)amino)-5-(trifluoromethyl)pyrimidin